O[C@@H]([C@@H](C)NC1=NC(=CC(=C1)C=1C=C(C=CC1C)NC(=O)N1C[C@@H](CC1)CC(F)(F)F)N1CCOCC1)C (S)-N-(3-(2-(((2R,3R)-3-hydroxybutan-2-yl)amino)-6-morpholinopyridin-4-yl)-4-methylphenyl)-3-(2,2,2-trifluoroethyl)pyrrolidine-1-carboxamide